2-(1-phenylpiperidin-4-yl)ethanol C1(=CC=CC=C1)N1CCC(CC1)CCO